N-(4-(4-(trifluoromethyl)piperidin-1-yl)phenyl)benzofuran-5-amine FC(C1CCN(CC1)C1=CC=C(C=C1)NC=1C=CC2=C(C=CO2)C1)(F)F